[Si](C)(C)(C(C)(C)C)OC1CCC(CC1)OC=1C(=CC(=NC1)OCC(F)(F)F)C1=CC=2N(C=C1)N=C(C2)NC2=NC(=NC(=C2)C)C 5-(5-(((1r,4r)-4-((tert-butyldimethylsilyl)oxy)cyclohexyl)oxy)-2-(2,2,2-trifluoroethoxy)pyridin-4-yl)-N-(2,6-dimethylpyrimidin-4-yl)pyrazolo[1,5-a]pyridin-2-amine